2-(4-tert-Butylphenyl)-5-(trifluoromethyl)-1H-benzo[d]imidazole C(C)(C)(C)C1=CC=C(C=C1)C1=NC2=C(N1)C=CC(=C2)C(F)(F)F